[Ge](F)(F)(F)F GERMANIUM TETRAFLUORID